ClC1=NC(=C2N=CN(C2=N1)CC1SCC(C1O)O)NCC1=CC(=CC=C1)I 2-((2-chloro-6-((3-iodobenzyl)amino)-9H-purin-9-yl)methyl)tetrahydrothiophene-3,4-diol